BrCCC1=CC(=C(C=C1)C)[N+](=O)[O-] 4-(2-bromoethyl)-1-methyl-2-nitro-benzene